3-[2-(4-chloro-3-fluorophenoxy)acetamido]-N-[(1,2-oxazol-3-yl)methyl]bicyclo[1.1.1]pentane-1-carboxamide ClC1=C(C=C(OCC(=O)NC23CC(C2)(C3)C(=O)NCC3=NOC=C3)C=C1)F